CCCCCCCCCCC(CCCCCCCCCC)O henicosan-11-ol